FC=1C(=NC(=NC1)C1=NN(C(=C1)C1=NOC=C1)CC1=C(C=CC=C1)F)N1CC(C1)NC(OC(C)(C)C)=O tert-butyl (1-(5-fluoro-2-(1-(2-fluorobenzyl)-5-(isoxazol-3-yl)-1H-pyrazol-3-yl)pyrimidin-4-yl)azetidin-3-yl)carbamate